2-(difluoromethyl)-4-dimethylphosphoryl-N-prop-2-ynyl-aniline FC(C1=C(NCC#C)C=CC(=C1)P(=O)(C)C)F